FC1=C(N(CC2=CC=C(C=C2)OC)CC2=CC=C(C=C2)OC)C=CC(=C1C)C(F)(F)F 2-fluoro-N,N-bis(4-methoxybenzyl)-3-methyl-4-(trifluoromethyl)aniline